4-(propylamino)-3-hexen-2-one C(CC)NC(=CC(C)=O)CC